CC1=NN=CN1C1=CC=C(C=C1)C1=CN=CC=2[C@@H](CCCC12)NC(CC)=O (R)-N-(4-(4-(3-methyl-4H-1,2,4-triazol-4-yl)phenyl)-5,6,7,8-tetrahydroisoquinolin-8-yl)propanamide